3-(3-chlorophenyl)-5-trifluoromethyl-1,3,4-oxadiazole ClC=1C=C(C=CC1)N1COC(=N1)C(F)(F)F